[Au+](Cl)Cl.C1(=CC=CC=C1)C1=NN(C=C1)C1=NC=2N(C(=C1)N1CCOCC1)N=C(C2)C=2N=NC=CC2 4-[5-(3-phenylpyrazol-1-yl)-2-pyridazin-3-yl-pyrazolo[1,5-a]pyrimidin-7-yl]morpholine gold(III) Dichloride